CC=CC=C(C=CCCCCCCC)C(=O)N tetradeca-2,4,6-triene-5-carboxamide